FC1=C(C=CC=C1C(F)(F)F)[C@@H](C)NC(=O)C1=NN(C(C(=C1)C(C)O)=O)C=1C=NC=C(C1)C1=CN=NN1C N-((R)-1-(2-Fluoro-3-(trifluoromethyl)phenyl)ethyl)-5-(1-hydroxyethyl)-1-(5-(1-methyl-1H-1,2,3-triazol-5-yl)pyridin-3-yl)-6-oxo-1,6-dihydropyridazine-3-carboxamide